NC(CNC(OCC1=CC=CC=C1)=O)(C)C#N benzyl (2-amino-2-cyanopropyl)carbamate